C(C)OP(=O)(OCC)ON1N=NC2=C(C1=O)C=CC=C2 3-(diethoxyphosphoryloxy)-1,2,3-benzotriazin-4-one